tert-butyl 4-aminobutanoate NCCCC(=O)OC(C)(C)C